3-methyl-N-(1-((S)-1-(4-methyl-5-((1R,5S)-2-oxo-3-azabicyclo[3.1.0]hexan-3-yl)pyrimidin-2-yl)ethyl)-1H-pyrazol-4-yl)pyrazine-2-carboxamide CC=1C(=NC=CN1)C(=O)NC=1C=NN(C1)[C@@H](C)C1=NC=C(C(=N1)C)N1C([C@@H]2C[C@@H]2C1)=O